FC(N1N=C(C=C1)C(=O)O)(F)F 1-(trifluoromethyl)pyrazole-3-carboxylic acid